N1=C(C=CC=C1)NC(=S)N 2-pyridyl-2-thiourea